(E)-methyl 2-(1-(2,6-dichloro-5-fluoropyrimidin-4-yl)ethylidene)hydrazinecarboxylate ClC1=NC(=C(C(=N1)\C(\C)=N\NC(=O)OC)F)Cl